OC(COC=1C=C(C=2N(C1)N=CC2C#N)C=2C=NC(=CC2)N2CC(C2)OC=2N=NC(=CC2)C)(C)C 6-(2-hydroxy-2-methylpropoxy)-4-(6-(3-((6-methylpyridazin-3-yl)oxy)azetidin-1-yl)pyridin-3-yl)pyrazolo[1,5-a]pyridine-3-carbonitrile